COC(CC1=C(C=CC=C1)C(F)(F)F)=O 2-(2-(trifluoromethyl)phenyl)acetic acid methyl ester